C(C)(C)(C)C=1C=CC(=C(C1)N1N=C(C=C1C1=CC=CC=C1)C1=CC=CC=C1)I.C(C)(C)(C)C1=CC(=C(C=C1)N1N=C(C=C1C1=CC=CC=C1)C1=CC=CC=C1)I 1-(4-(tert-butyl)-2-iodophenyl)-3,5-diphenyl-1H-pyrazole compound with 1-(5-(tert-butyl)-2-iodophenyl)-3,5-diphenyl-1H-pyrazole